C(CCCCCCCCCCCCCCCCCCCC)(=O)[O-] heneicosylate